OCC1OC(CS1)N1C(=O)NC(=O)C(C)=C1 1-(2-(hydroxymethyl)-1,3-oxathiolan-5-yl)-thymine